N-(2-chloro-6-fluorophenyl)-4-[3-(2-hydroxypropan-2-yl)-4-methyl-5-oxo-4,5-dihydro-1H-1,2,4-triazol-1-yl]-2-{[(2S)-1,1,1-trifluoropropan-2-yl]oxy}benzamide ClC1=C(C(=CC=C1)F)NC(C1=C(C=C(C=C1)N1N=C(N(C1=O)C)C(C)(C)O)O[C@H](C(F)(F)F)C)=O